ClC=1N=C(C2=C(N1)CN(C2)C(=O)C2(CCOCC2)OC)NC(C)C=2[Se]C=C(C2)C2=C(C=CC=C2)CNC (2-chloro-4-((1-(4-(2-((methylamino)methyl)phenyl)selenophen-2-yl)ethyl)amino)-5,7-dihydro-6H-pyrrolo[3,4-d]pyrimidin-6-yl)(4-methoxytetrahydro-2H-pyran-4-yl)methanone